CC=1N=C2N(N=C(C=C2C)C2=CN3C(S2)=NC(=C3)C3CCNCC3)C1 2,8-Dimethyl-6-[6-(piperidin-4-yl)imidazo[2,1-b][1,3]thiazol-2-yl]imidazo[1,2-b]pyridazin